4-methyl-2-pyrimidinylsulfonamide sodium salt [Na].CC1=NC(=NC=C1)S(=O)(=O)N